(R,E)-N-((3-methoxy-1-methyl-1H-indazol-5-yl)methylene)-2-methylpropane-2-sulfinamide COC1=NN(C2=CC=C(C=C12)\C=N\[S@](=O)C(C)(C)C)C